C(C)(C)(C)C1=CC=C(CSC(=C2C(N(CCCC2=O)C2=CC=C(C=C2)C(F)(F)F)=O)NC2=CC=C(C=C2)F)C=C1 3-(((4-(tertiary butyl)benzyl)thio)((4-fluorophenyl)amino)methylene)-1-(4-(trifluoromethyl)phenyl)azepane-2,4-dione